NC1=NC=NN2C1=C(C(=C2)C2=CC=C(C=C2)NC(C(=C)C)=O)Br N-(4-{4-amino-5-bromopyrrolo[2,1-f][1,2,4]triazin-6-yl}phenyl)-2-methylprop-2-enamide